2-pentafluoroethyl-3-aminoindole FC(C(F)(F)F)(C=1NC2=CC=CC=C2C1N)F